NC1=C2C(=NC=N1)N(N=C2C2=CC=C(C=C2)OC2=CC=CC=C2)C2CCN(CC2)C(CCCCSC2=C1C(N(C(C1=CC=C2F)=O)C2C(NC(CC2)=O)=O)=O)=O 4-((5-(4-(4-amino-3-(4-phenoxyphenyl)-1H-pyrazolo[3,4-d]pyrimidin-1-yl)piperidin-1-yl)-5-oxopentyl)sulfanyl)-2-(2,6-dioxopiperidin-3-yl)-5-fluoroisoindoline-1,3-dione